Titanium antimonide [Ti].[Sb]